4-[(3R,5R)-5-[(5-chloro-1-methyl-6-oxo-pyridazin-4-yl)amino]-1-methyl-3-piperidyl]benzoic acid ClC1=C(C=NN(C1=O)C)N[C@@H]1C[C@@H](CN(C1)C)C1=CC=C(C(=O)O)C=C1